(4aS,8aS)-4a-(2-chloro-3-thiophenyl)octahydro-2H-benzo[b][1,4]oxazine ClC=1SC=CC1[C@@]12[C@@H](OCCN1)CCCC2